tert-Butyl 3-(7-methoxy-4-((6-phenoxypyridin-3-yl)amino)quinazolin-6-yl)piperidine-1-carboxylate COC1=C(C=C2C(=NC=NC2=C1)NC=1C=NC(=CC1)OC1=CC=CC=C1)C1CN(CCC1)C(=O)OC(C)(C)C